5-(3,4-Difluorophenyl)-6-methoxypyridin FC=1C=C(C=CC1F)C=1C=CC=NC1OC